3-(4-bromobenzyl)thiazolidin-2-one BrC1=CC=C(CN2C(SCC2)=O)C=C1